FC1(CNCCC1NC(=O)C=1N(N=C2C=CC(=CC12)OCC1=NC=CC=C1)C)F N-(3,3-difluoropiperidin-4-yl)-2-methyl-5-[(pyridin-2-yl)methoxy]-2H-indazole-3-carboxamide